4-(methoxy-d3)pyridine-3-carbonitrile C(OC1=C(C=NC=C1)C#N)([2H])([2H])[2H]